cyclopropylhydrazinecarbothioamide C1(CC1)N(N)C(N)=S